6-[3-[1-[[6-chloro-8-(trifluoromethyl)quinazolin-4-yl]amino]ethyl]pyrazin-2-yl]pyridine-3-carbonitrile ClC=1C=C2C(=NC=NC2=C(C1)C(F)(F)F)NC(C)C=1C(=NC=CN1)C1=CC=C(C=N1)C#N